COC1=C(C=C(C=C1)C(=O)N1CCNCC1)N1CNCC=C1 1-(2-methoxy-5-(piperazine-1-carbonyl)phenyl)dihydropyrimidine